C(CCCCC)(=O)OC1=CC(=C2C=CC=3C(=CC(=C4C=CC1=C2C34)S(=O)(=O)O)S(=O)(=O)O)S(=O)(=O)O 1-hexanoyloxy-pyrene-3,6,8-trisulfonic acid